BrC1=CC=C(C=C1)C=1CC(CC2COCC12)OCC1CCC1 7-(4-bromophenyl)-5-(cyclobutylmethoxy)hexahydroisobenzofuran